N2-((1s,4s)-4-(difluoromethoxy)cyclohexyl)-N4-methyl-5-(pyrazolo[1,5-a]pyrimidin-5-yl)-7H-pyrrolo[2,3-d]pyrimidine-2,4-diamine FC(OC1CCC(CC1)NC=1N=C(C2=C(N1)NC=C2C2=NC=1N(C=C2)N=CC1)NC)F